BrC(C=O)C 2-BROMO-PROPIONALDEHYDE